CC=1N=C(C2=C(N1)OC=C2C(=O)NCC2=CSC=C2)NC2(CC2)C methyl-4-[(1-methylcyclopropyl)amino]-N-(thiophen-3-ylmethyl)furo[2,3-d]pyrimidine-5-carboxamide